FC(C(=O)O)(F)F.N1CCC(CC1)NC1=NC=C(C=N1)C(F)(F)F N-(piperidin-4-yl)-5-(trifluoromethyl)pyrimidin-2-amine 2,2,2-trifluoroacetate